N1N=CC(=C1)C1=C(C=2N(C=N1)N=C(N2)NC2CCOCC2)O[C@@H](C(F)(F)F)C (R)-7-(1H-pyrazol-4-yl)-N-(tetrahydro-2H-pyran-4-yl)-8-((1,1,1-trifluoropropan-2-yl)oxy)-[1,2,4]triazolo[1,5-c]pyrimidin-2-amine